[2H]C1=C(C(=C(C=2C3=C(C(=C(C(=C3N(C12)[2H])[2H])[2H])[2H])[2H])[2H])[2H])[2H] perdeuterocarbazole